2-((5-(7-(trans-3-(difluoromethyl)pyrrolidine-2-carbonyl)-2,7-diazaspiro[3.5]nonan-2-yl)-1,2,4-triazin-6-yl)oxy)-N-ethyl-5-fluoro-N-isopropylbenzamide FC([C@H]1[C@@H](NCC1)C(=O)N1CCC2(CN(C2)C=2N=CN=NC2OC2=C(C(=O)N(C(C)C)CC)C=C(C=C2)F)CC1)F